Methyl 2-(2-(2-(4-((tetrahydro-2H-pyran-4-yl)carbamoyl)piperidin-1-yl) thiazole-4-carboxamido)acrylamido)acrylate O1CCC(CC1)NC(=O)C1CCN(CC1)C=1SC=C(N1)C(=O)NC(C(=O)NC(C(=O)OC)=C)=C